ClC1=NC=C(C(=N1)N1CC(C2=NC(=CC=C21)F)(C)C)C(=O)OC(C)C isopropyl 2-chloro-4-(5-fluoro-3,3-dimethyl-2,3-dihydro-1H-pyrrolo[3,2-b]pyridin-1-yl)pyrimidine-5-carboxylate